octyl valinate N[C@@H](C(C)C)C(=O)OCCCCCCCC